2-(4-(2-(3-chloro-4-isopropoxyphenyl)-1,3-selenazol-5-yl)benzylamino)acetic acid ethyl ester C(C)OC(CNCC1=CC=C(C=C1)C1=CN=C([Se]1)C1=CC(=C(C=C1)OC(C)C)Cl)=O